2,4,6-tris(t-butylperoxy)triazine C(C)(C)(C)OON1NC(=CC(=N1)OOC(C)(C)C)OOC(C)(C)C